(R)-ethyl 2-(3-fluoropyrrolidin-1-yl)nicotinate F[C@H]1CN(CC1)C1=C(C(=O)OCC)C=CC=N1